CSCCCCCCC[C@@H](C(=O)[O-])NO The molecule is an N-hydroxy-L-polyhomomethioninate that is the conjugate base of N-hydroxy-L-pentahomomethionine, obtained by deprotonation of the carboxy group; major species at pH 7.3. It is a N-hydroxy-L-polyhomomethioninate and a N-hydroxypentahomomethioninate. It is a conjugate base of a N-hydroxy-L-pentahomomethionine.